(2-oxo-1,3-dioxolan-4-yl) methyl carbonate C(OC1OC(OC1)=O)(OC)=O